ClC1=NC(=CC(=N1)NC1C(C2CCC1CC2)C(=O)OC)N2CCOCC2 (+/-)-trans-methyl 3-((2-chloro-6-morpholinopyrimidin-4-yl)amino)bicyclo[2.2.2]octane-2-carboxylate